(1R,2R,4S,6S)-2-(hydroxymethyl)-2-(methoxymethyl)-6-methyl-quinuclidin-3-one OC[C@@]1(N2[C@H](C[C@@H](C1=O)CC2)C)COC